5-{4-amino-5-methoxypyrrolo[2,1-f][1,2,4]triazin-7-yl}-N-[(3R,4S)-4-fluoro-1-[(2R)-3,3,3-trifluoro-2-hydroxy-2-methylpropanoyl]pyrrolidin-3-yl]-2-methoxypyridine-3-carboxamide NC1=NC=NN2C1=C(C=C2C=2C=C(C(=NC2)OC)C(=O)N[C@@H]2CN(C[C@@H]2F)C([C@@](C(F)(F)F)(C)O)=O)OC